4-amino-3-mercapto-4H-1,2,4-triazole NN1C(=NN=C1)S